BrC1=CC(=C(C=C1)NC(=O)N[C@@H](C)C=1N(N=CN1)C1=NC=C(C=C1)C#N)OC(F)F 1-[4-bromo-2-(difluoromethoxy)phenyl]-3-[(1S)-1-[2-(5-cyano-2-pyridyl)-1,2,4-triazol-3-yl]ethyl]urea